C(C1=CC=CC=C1)(C1=CC=CC=C1)(C1=CC=CC=C1)N1C(N([C@]2([C@H](O)[C@H](O)[C@@H](CO)O2)N2CCOCC2)C=CC1=O)=O N-trityl-morpholinouridine